quinolin-8-one tert-Butyl-4-[3-(4,4,5,5-tetramethyl-1,3,2-dioxaborolan-2-yl)phenyl]piperidine-1-carboxylate C(C)(C)(C)OC(=O)N1CCC(CC1)C1=CC(=CC=C1)B1OC(C(O1)(C)C)(C)C.N1=CC=CC=2C=CCC(C12)=O